N1CCC(C=C1)=O 2,3-DIHYDROPYRIDIN-4-ONE